8-amino-6-(6-amino-4-methylpyridin-3-yl)-2,7-naphthyridine NC=1N=C(C=C2C=CN=CC12)C=1C=NC(=CC1C)N